N-[3-(7-aminopyrido[3,4-b]pyrazin-3-yl)-2,4-difluorophenyl]-5-chloro-2-methoxypyridine-3-sulfonamide NC1=CC=2C(=NC(=CN2)C=2C(=C(C=CC2F)NS(=O)(=O)C=2C(=NC=C(C2)Cl)OC)F)C=N1